C(#N)C1=C(C=C(O[C@@H]2[C@@](CN(C2)S(=O)(=O)C=2C(=NC=CC2)C#N)([C@H](C)O)O)C=C1)F 3-(((3r,4s)-4-(4-cyano-3-fluorophenoxy)-3-hydroxy-3-((S)-1-hydroxyethyl)pyrrolidin-1-yl)sulfonyl)-pyridine-2-carbonitrile